isobutyl 5-fluoro-3-(1-((1-(2-(((4-(trifluoromethyl)phenyl)methyl) sulfonamido)ethyl)piperidin-4-yl)methyl)-1H-1,2,3-triazol-4-yl)-1H-indole-2-carboxylate FC=1C=C2C(=C(NC2=CC1)C(=O)OCC(C)C)C=1N=NN(C1)CC1CCN(CC1)CCNS(=O)(=O)CC1=CC=C(C=C1)C(F)(F)F